ClC1=C(C=CC(=C1)NC1=NC=NC2=CC(=C3C(=C12)OCCO3)OC)NC(=O)NC3CCC3 1-(2-chloro-4-((5-methoxy-2,3-dihydro-[1,4]dioxino[2,3-f]quinazolin-10-yl)amino)phenyl)-3-cyclobutylurea